FC1=C(C=CC=C1F)[C@H]1N(CC[C@H](C1)NC)C(=O)N1CC2(CCCC2)[C@@H](CC1)CN1C=NC(=CC1=O)C1=C(C=CC=C1)C 3-(((R)-7-((2S,4R)-2-(2,3-difluorophenyl)-4-(methylamino)piperidine-1-carbonyl)-7-azaspiro[4.5]dec-10-yl)methyl)-6-(o-tolyl)pyrimidin-4(3H)-one